ClC1=CC=C(C=C1)[C@H](CC1=NOC(=N1)CN1C(N(C(=C(C1=O)C)C=1C=NN(C1)C)C)=O)O 3-({3-[(2S)-2-(4-chlorophenyl)-2-hydroxyethyl]-1,2,4-oxadiazol-5-yl}methyl)-1,5-dimethyl-6-(1-methyl-1H-pyrazol-4-yl)-1,2,3,4-tetrahydropyrimidine-2,4-dione